CC1=C(C=CC=C1C)C1=C(C=C2C(=N1)C(=NN2)C=2C=CC(=NC2)N2CC(N(CC2)C)=O)OC 4-(5-(5-(2,3-dimethylphenyl)-6-methoxy-1H-pyrazolo[4,3-b]pyridin-3-yl)pyridin-2-yl)-1-methylpiperazin-2-one